Calcium borate gadolinium [Gd+3].B([O-])([O-])[O-].[Ca+2]